2-phenylnaphthalene C1(=CC=CC=C1)C1=CC2=CC=CC=C2C=C1